ClC1=CC=C(C=C1)N1CC(CC1=O)C(=O)NCC1=NC=C(C=C1Cl)C(F)(F)F 1-(4-chlorophenyl)-N-[[3-chloro-5-(trifluoromethyl)pyridin-2-yl]methyl]-5-oxopyrrolidine-3-carboxamid